COC1=CC=C2C=C(N(C2=C1)C)C(=O)N1CCN(CC1)C(CN1[C@H](CN[C@@H](C1)C)CN1[C@@H](COCC1)C)=O 1-(4-(6-methoxy-1-methyl-1H-indole-2-carbonyl)-piperazin-1-yl)-2-((2R,5R)-5-methyl-2-(((R)-3-methylmorpholino)meth-yl)piperazin-1-yl)ethan-1-one